α-ethyldihydro-1H,3H,5H-oxazolo[3,4-c]oxazole C(C)C1C2N(CO1)COC2